(adamantan-1-yl)-2-((6-(2-((tert-butyldiphenylsilyl)oxy)ethoxy)-5-fluoro-2-(methylthio)pyrimidin-4-yl)oxy)acetamide C12(CC3CC(CC(C1)C3)C2)C(C(=O)N)OC2=NC(=NC(=C2F)OCCO[Si](C2=CC=CC=C2)(C2=CC=CC=C2)C(C)(C)C)SC